fluoro-N-(2-phenoxyphenyl)acetamide FCC(=O)NC1=C(C=CC=C1)OC1=CC=CC=C1